N1(CCNCC1)C1=CC=C(CNC(=O)NC=2SC=C(N2)C(C)(C)C2=CC=C(C=C2)C)C=C1 1-(4-(piperazin-1-yl)benzyl)-3-(4-(2-(p-tolyl)propan-2-yl)thiazol-2-yl)urea